3-chloro-N-((2,4-dichloro-6-(propylamino)phenyl)carbamoyl)-5-(trifluoromethyl)picolinamide ClC=1C(=NC=C(C1)C(F)(F)F)C(=O)NC(NC1=C(C=C(C=C1NCCC)Cl)Cl)=O